2-(1-benzhydryl-piperidin-4-yl)-6-(diethylamino)-3,4-dihydroisoquinolin-1(2H)-one C(C1=CC=CC=C1)(C1=CC=CC=C1)N1CCC(CC1)N1C(C2=CC=C(C=C2CC1)N(CC)CC)=O